(4,6-difluoro-1H-indol-2-yl)(4,4-dimethyl-1,4-azasilinan-1-yl)methanone FC1=C2C=C(NC2=CC(=C1)F)C(=O)N1CC[Si](CC1)(C)C